FC(CP(OC1CCCCC1)(OCC)=O)(F)F cyclohexyl ethyl (2,2,2-trifluoroethyl)phosphonate